ClC1=C(C=C(C=C1)NC(NC1CCC=2NC3=CC=C(C=C3C2C1)C(=O)NCCCO)=O)C(F)(F)F 3-(3-(4-chloro-3-trifluoromethylphenyl)ureido)-N-(3-hydroxypropyl)-2,3,4,9-tetrahydro-1H-carbazole-6-carboxamide